4-(6-chloro-8-fluoro-2-(((2R,7aS)-2-fluorotetrahydro-1H-pyrrolizin-7a(5H)-yl)methoxy)-4-(1,4-oxazepan-4-yl)quinazolin-7-yl)-5-ethynyl-6-fluoronaphthalen-2-ol ClC=1C=C2C(=NC(=NC2=C(C1C1=CC(=CC2=CC=C(C(=C12)C#C)F)O)F)OC[C@]12CCCN2C[C@@H](C1)F)N1CCOCCC1